Cl.ClC=1C=CC(=C(C1)NN)OC(F)F (5-chloro-2-(difluoromethoxy)phenyl)hydrazine hydrochloride